6-chloro-1-methyl-2-oxo-4-(4-(p-tolyloxy)piperidin-1-yl)-1,2-dihydro-1,5-naphthyridine-3-carbonitrile ClC=1N=C2C(=C(C(N(C2=CC1)C)=O)C#N)N1CCC(CC1)OC1=CC=C(C=C1)C